BrC=1C=2CCCC2C(=C2CCCC12)NC(=O)NS(=O)(=O)C=1OC2=C(C1)C(CCC2)(C)O N-((8-bromo-1,2,3,5,6,7-hexahydro-s-indacen-4-yl)carbamoyl)-4-hydroxy-4-methyl-4,5,6,7-tetrahydrobenzofuran-2-sulfonamide